perfluoro 2-butyl-methyl ether CC(CC)COF